7-(3-(5-methoxypyridin-3-yl)-7,8-dihydro-1,6-naphthyridin-6(5H)-yl)-8-methyl-4H-pyrimido[1,2-b]pyridazin-4-one COC=1C=C(C=NC1)C=1C=NC=2CCN(CC2C1)C=1C(=CC=2N(N1)C(C=CN2)=O)C